CC(C)(C)C1=CC=C(C=C1)O 4-(1,1-dimethylethyl)-phenol